N-(2-(2-(2-(2-azidoethoxy)ethoxy)ethoxy)ethyl)-5-((2-hydroxy-5-methoxypentyl)sulfonyl)-2-(trifluoromethyl)benzamide N(=[N+]=[N-])CCOCCOCCOCCNC(C1=C(C=CC(=C1)S(=O)(=O)CC(CCCOC)O)C(F)(F)F)=O